FC1=CC(=C(C=C1F)C1CCN(CC1)[C@@H]1COC2(CN(C2)C=2OC=NN2)C1)O[C@H]1COCC1 (S)-7-(4-(4,5-difluoro-2-(((R)-tetrahydrofuran-3-yl)oxy)phenyl)piperidin-1-yl)-2-(1,3,4-oxadiazol-2-yl)-5-oxa-2-azaspiro[3.4]octane